3-(5-(5-(4,4-dimethylcyclohexyl)-1-methyl-1H-1,2,4-triazol-3-yl)-1-oxoisoindolin-2-yl)piperidine-2,6-dione CC1(CCC(CC1)C1=NC(=NN1C)C=1C=C2CN(C(C2=CC1)=O)C1C(NC(CC1)=O)=O)C